BrC1=CC2=CN(N=C2C=C1)C 5-bromo-2-methyl-2H-indazole